C(C)(C)(C)N1CCN(CC1)C1=C(C=CC(=C1)S(=O)(=O)C1=CNC2=CC=C(C=C12)Br)OC tert-butyl-4-(5-((5-bromo-1H-indol-3-yl)sulfonyl)-2-methoxyphenyl)piperazine